B1(OC(C(O1)(C)C)(C)C)C2=CC=C(C=C2)NC(=O)OC(C)(C)C 4-(N-Boc-amino)phenylboronic acid pinacol ester